(2-(3-(methoxymethoxy)-4-phenylthiophen-2-yl)phenyl)lithium COCOC1=C(SC=C1C1=CC=CC=C1)C1=C(C=CC=C1)[Li]